2-cyano-N-(3-fluoro-2-((pyridazin-3-ylmethyl)amino)phenyl)acetamide C(#N)CC(=O)NC1=C(C(=CC=C1)F)NCC=1N=NC=CC1